FC1(CN(C1)C(=O)N1[C@H]([C@H](C(C1)(F)F)NS(=O)(=O)CC)CC=1C(=C(C=CC1)C1=CC(=CC=C1)F)F)F N-{(2S,3R)-1-(3,3-difluoroazetidine-1-carbonyl)-2-[(2,3'-difluoro[1,1'-biphenyl]-3-yl)methyl]-4,4-difluoropyrrolidin-3-yl}ethanesulfonamide